1-[2-[bis(2-hydroxydodecyl)amino]ethyl-[2-[4-[2-[bis(2-hydroxydodecyl)amino]ethyl]piperazin-1-yl]ethyl]amino]dodecane OC(CN(CCN(CCCCCCCCCCCC)CCN1CCN(CC1)CCN(CC(CCCCCCCCCC)O)CC(CCCCCCCCCC)O)CC(CCCCCCCCCC)O)CCCCCCCCCC